NC1=C2N=CN(C2=NC(=N1)Cl)[C@H]1[C@@H]([C@@]([C@H](O1)COC(C(=O)O)(C(=O)O)CC=1N=CSC1)(O)C#C)O 2-(((2R,3S,4R,5R)-5-(6-amino-2-chloro-9H-purin-9-yl)-3-ethynyl-3,4-dihydroxytetrahydrofuran-2-yl)methoxy)-2-(thiazol-4-ylmethyl)malonic acid